chloro(dimethylamino)dimethyl-silane Cl[Si](C)(C)N(C)C